4-Fluoro-6-(3-fluoroazetidin-1-yl)-N-(2,2,3,3-tetrafluoro-2,3-dihydro-1,4-benzodioxine-5-sulfonyl)-1-benzofuran-2-carboxamide FC1=CC(=CC2=C1C=C(O2)C(=O)NS(=O)(=O)C2=CC=CC=1OC(C(OC12)(F)F)(F)F)N1CC(C1)F